C(C1=CC=CC=C1)OC(=O)N[C@@H](CCC(N)=O)C(=O)O ((benzyloxy)carbonyl)-L-glutamine